CN(C(OCCCC)=O)CC1=CC(=NC=C1)OCC(F)(F)F butyl methyl((2-(2,2,2-trifluoroethoxy)pyridin-4-yl)methyl)carbamate